COC(CCCCCCCC=O)=O methyl-9-oxononanoate